BrC1=C2C=CC=CC2=CC=C1 5-bromonaphthalen